CNC(=O)C1=CSC=2C1=NC(=CC2C(F)(F)F)N2CCC(CC2)[C@@]21N(CCN([C@@H]1C2)C)C(=O)O 1-(3-(methylcarbamoyl)-7-(trifluoromethyl)thieno[3,2-b]pyridin-5-yl)piperidin-4-yl-(1s,6r)-5-methyl-2,5-diazabicyclo[4.1.0]heptane-2-carboxylic acid